BrCC(=O)C=1C=C2CCCC2=CC1 2-bromo-1-(2,3-dihydro-1H-inden-5-yl)ethanone